pentyloxycarbonyl-4-hydroxypiperidine C(CCCC)OC(=O)N1CCC(CC1)O